2,7-dimethyl-10H-anthracene-9-one CC1=CC=2C(C3=CC(=CC=C3CC2C=C1)C)=O